BrC1=CC=C(C=C1)S(=O)(=O)N1CCN(CC1)C(=O)OC(C)(C)C tert-butyl 4-((4-bromophenyl)sulfonyl)piperazine-1-carboxylate